(R)-N-(1-(1,3-Dimethyl-1H-pyrazol-5-yl)piperidin-3-yl)-6-morpholinopyrimidin-4-amine CN1N=C(C=C1N1C[C@@H](CCC1)NC1=NC=NC(=C1)N1CCOCC1)C